O=S1(CCC(CC1)C1=CC(=C(OC2=CC=C(C=C2)CCC2CCN(CC2)C(=O)OC(C)(C)C)C=C1)C=1C2=C(C(N(C1)C)=O)N(C=C2)S(=O)(=O)C2=CC=C(C=C2)C)=O tert-butyl 4-[2-[4-[4-(1,1-dioxothian-4-yl)-2-[6-methyl-7-oxo-1-(p-tolylsulfonyl) pyrrolo[2,3-c]pyridin-4-yl]phenoxy]phenyl]ethyl]piperidine-1-carboxylate